O[C@H](C(=O)N[C@H](C)C1=CC=C2C(=N1)N(C(=C2)C2=NC1=C(N2C)C(=CC(=C1)C(=O)OC(C)C)OC)CCCC=C)CC=C isopropyl 2-(6-((R)-1-((S)-2-hydroxypent-4-enamido)ethyl)-1-(pent-4-en-1-yl)-1H-pyrrolo[2,3-b]pyridin-2-yl)-7-methoxy-1-methyl-1H-benzo[d]imidazole-5-carboxylate